ClC1=NC2=CC=CC=C2N=C1CC(C1=CC=CC=C1)C1=CC=CC=C1 2-chloro-3-(2,2-diphenylethyl)quinoxaline